FC=1C(=C2C=C(NC2=CC1)C(=O)N1CC=2N(CC1C)N=CC2C(=O)N[C@@H](C(F)(F)F)C)C 5-(5-fluoro-4-methyl-1H-indole-2-carbonyl)-6-methyl-N-[(2R)-1,1,1-trifluoropropan-2-yl]-4H,5H,6H,7H-pyrazolo[1,5-a]pyrazine-3-carboxamide